C(CCCCCCC)(=O)Cl n-octanoic acid chloride